O=C(C(SCCC)=O)C1=CC=CC=C1 S-propyl 2-oxo-2-phenylethanethioate